C1(CC1)NC1=NC=CC(=C1)C1=CC=2C=NC(=CC2N1)NC(=O)C1CC1 N-(2-(2-(cyclopropylamino)pyridin-4-yl)-1H-pyrrolo[3,2-c]pyridin-6-yl)cyclopropanecarboxamide